CC=1C=C2C(=NNC2=CC1)C(=O)N1C[C@](CCC1)(C1=CC=C(C=C1)C)C1=NC=CC=C1 (S)-(5-methyl-1H-indazol-3-yl)(3-(pyridin-2-yl)-3-(p-tolyl)piperidin-1-yl)methanone